O1[C@@H](CC1)CN1C(=NC2=C1C=C(C=C2)C(=O)O)CN2CC1=CC(=CC=C1CC2)OCC2=CC=NC=C2 (S)-1-((oxetan-2-yl)methyl)-2-((7-(pyridin-4-ylmethoxy)-3,4-dihydroisoquinolin-2(1H)-yl)methyl)-1H-benzo[d]imidazole-6-carboxylic acid